FC(C=1C=CC(=NC1)O[C@@H]1C[C@H](C1)C(=O)O)(F)F trans-3-{[5-(trifluoromethyl)pyridin-2-yl]oxy}cyclobutane-1-carboxylic acid